NC(CC(=O)O)C(NC(C)CC(OC(C)C)=O)=O 3-amino-3-{[4-oxo-4-(propan-2-yloxy)butan-2-yl]carbamoyl}propanoic acid